Octadecyl nonanoate C(CCCCCCCC)(=O)OCCCCCCCCCCCCCCCCCC